6-methoxy-9-phenyl-4,9-dihydrothieno[3,2-b]quinoline COC=1C=CC=2C(C3=C(NC2C1)C=CS3)C3=CC=CC=C3